4-((2R,4R)-4-(2H-indazol-2-yl)-1-((5-methoxy-7-methyl-1H-indol-4-yl)methyl)piperidin-2-yl)benzoic acid N=1N(C=C2C=CC=CC12)[C@H]1C[C@@H](N(CC1)CC1=C2C=CNC2=C(C=C1OC)C)C1=CC=C(C(=O)O)C=C1